C(C)(C)(C)C1N(CC1)C(=O)ON1CCNCC1 piperazin-1-yl (tert-butyl azetidine-1-carboxylate)